2-(4-Carboxy-2,5-dihydroxybenzamido)isophthalic acid C(=O)(O)C1=CC(=C(C(=O)NC2=C(C(=O)O)C=CC=C2C(=O)O)C=C1O)O